2-dimethylamino-2-(4-methylbenzyl)-1-(4-morpholin-4-yl-phenyl)-butane-1-one CN(C(C(=O)C1=CC=C(C=C1)N1CCOCC1)(CC)CC1=CC=C(C=C1)C)C